3-(3-(3-((5-(Ethoxycarbonyl)-2-(phenylamino)pyrimidin-4-yl)amino)propyl)thioureido)propanoic acid C(C)OC(=O)C=1C(=NC(=NC1)NC1=CC=CC=C1)NCCCNC(NCCC(=O)O)=S